(s)-1-(2-chlorophenyl)-2-methoxy-2-carboxyethylpiperidine ClC1=C(C=CC=C1)[C@@H](C(C(=O)O)OC)N1CCCCC1